4-((2R,5S)-5-(4-(2-Cyanoethyl)piperazin-1-carbonyl)-2-(trifluoromethyl)oxazolidin-3-yl)-2-(trifluoromethyl)benzonitril C(#N)CCN1CCN(CC1)C(=O)[C@@H]1CN([C@H](O1)C(F)(F)F)C1=CC(=C(C#N)C=C1)C(F)(F)F